FC=1C=NC=CC1C1=C(C=2C(NCC3(C2N1)CN(C3)C(=O)OC(C)(C)C)=O)I tert-butyl 2'-(3-fluoropyridin-4-yl)-3'-iodo-4'-oxo-5',6'-dihydro-1'H-spiro[azetidine-3,7'-pyrrolo[3,2-c]pyridine]-1-carboxylate